2-(2,6-dimethylpyridin-4-yl)-3-isopropyl-6-(2-(6-(piperazin-4-yl)pyridin-3-yl)ethyl)-5,6,7,8-tetrahydro-1H-pyrrolo[3,2-b][1,7]naphthyridine CC1=NC(=CC(=C1)C1=C(C2=NC=3CN(CCC3C=C2N1)CCC=1C=NC(=CC1)N1CCNCC1)C(C)C)C